ClC1=CC=C2C(=N1)C(N(C2=O)CCOC)(C)C 2-chloro-6-(2-methoxyethyl)-7,7-dimethylpyrrolo[3,4-b]pyridin-5-one